(R)-5-amino-2-(2,5-dioxo-2,5-dihydro-1H-pyrrol-1-yl)pentanoic acid TFA salt OC(=O)C(F)(F)F.NCCC[C@H](C(=O)O)N1C(C=CC1=O)=O